2-Bromo-5-(6-(trifluoromethyl)pyridin-3-yl)oxazole BrC=1OC(=CN1)C=1C=NC(=CC1)C(F)(F)F